C1CC12CCN(CC2)C2=C(C(=O)O)C=CC(=C2)I 6-azaspiro[2.5]octan-6-yl-4-iodobenzoic acid